(R)-N2-(3,3-Difluoro-1-(oxetan-3-yl)piperidin-4-yl)-5-(3-(2,2-difluoroethyl)-2-methyl-3H-imidazo[4,5-b]pyridin-5-yl)-N4-methylpyrrolo[2,1-f][1,2,4]triazine-2,4-diamine FC1(CN(CC[C@H]1NC1=NN2C(C(=N1)NC)=C(C=C2)C2=CC=C1C(=N2)N(C(=N1)C)CC(F)F)C1COC1)F